4-(3-chloro-2,6-difluorophenoxy)-N-methoxy-N-methylbutanamide ClC=1C(=C(OCCCC(=O)N(C)OC)C(=CC1)F)F